2-[2-methoxy-4-[2-tetrahydropyran-2-yl-5-[(1-tetrahydropyran-2-ylindazol-5-yl)amino]-1,2,4-triazol-3-yl]phenoxy]acetamide COC1=C(OCC(=O)N)C=CC(=C1)C=1N(N=C(N1)NC=1C=C2C=NN(C2=CC1)C1OCCCC1)C1OCCCC1